ClC1=C(C=C(C(=C1)F)N1C(N(C(=CC1=O)C(F)(F)F)C)=O)C1=NOC(C1)(C(=O)O)C 3-{2-chloro-4-fluoro-5-[3-methyl-2,6-dioxo-4-(trifluoromethyl)-3,6-dihydropyrimidin-1(2H)-yl]phenyl}-5-methyl-4,5-dihydro-1,2-oxazole-5-carboxylic acid